NCCN[C@@H](C)C(=O)O N-(2-Aminoethyl)-alanin